ClC=1C(N(N=CC1N1CC=2N=C(N=C(C2CC1)OC1=C(C=C(C=C1)F)C(F)(F)F)C(CO)O)C1OCCCC1)=O 4-Chloro-5-(2-(1,2-dihydroxyethyl)-4-(4-fluoro-2-(trifluoromethyl)phenoxy)-5,8-dihydropyrido[3,4-d]pyrimidin-7(6H)-yl)-2-(tetrahydro-2H-pyran-2-yl)pyridazin-3(2H)-one